ClC=1C=2N(C=CC1)N=C(C2)[C@@H]2N(CCC1=C2N=CN1)C(=O)C=1OC(=NN1)C1=NC=CC=C1 (R)-(4-(4-chloropyrazolo[1,5-a]pyridin-2-yl)-6,7-dihydro-1H-imidazo[4,5-c]pyridin-5(4H)-yl)(5-(pyridin-2-yl)-1,3,4-oxadiazol-2-yl)methanone